5-(5-fluoropyrimidin-2-yl)-1-methyl-1H-imidazole-4-carboxylic acid FC=1C=NC(=NC1)C1=C(N=CN1C)C(=O)O